C(C)(C)(C)C1=CC=C(C=C1)N(C(=O)[C@H]1NCCC1)C(C(=O)NC1CCCCC1)C=1C=NC=CC1 (2S)-N-(4-tert-butylphenyl)-N-[2-(cyclohexylamino)-2-oxo-1-(3-pyridyl)ethyl]pyrrolidine-2-carboxamide